C(C)S(=O)(=O)NC1=CC=C(C=C1)C1=NNC(=C1C(=O)N)NC1=NC(=CN=C1)C(F)(F)F 3-(4-(ethylsulfonamido)phenyl)-5-((6-(trifluoromethyl)pyrazin-2-yl)amino)-1H-pyrazole-4-carboxamide